C(C1=CC=CC=C1)(N)N toluene-diamine